8-[(dimethylamino)methyl]quinazolin-4-amine CN(C)CC=1C=CC=C2C(=NC=NC12)N